methyl (2R,3S,5R)-2-((((1S,3S,6R)-6-(5-cyanopyrimidin-2-yl)bicyclo[4.1.0]heptan-3-yl)oxy)methyl)-5-methyl-3-(methyl sulfonamido)pyrrolidine-1-carboxylate C(#N)C=1C=NC(=NC1)[C@]12CC[C@@H](C[C@@H]2C1)OC[C@@H]1N([C@@H](C[C@@H]1NS(=O)(=O)C)C)C(=O)OC